6-chloro-8-methyl-2-(((tetrahydro-2H-pyran-4-yl)thio)methyl)quinazolin-4(3H)-one ClC=1C=C2C(NC(=NC2=C(C1)C)CSC1CCOCC1)=O